N2-(4-(((2-amino-4-hydroxypteridin-6-yl)methyl)amino)benzoyl)-N5-(2-((tert-butoxycarbonyl)amino)ethyl)-L-glutamine NC1=NC2=NC=C(N=C2C(=N1)O)CNC1=CC=C(C(=O)N[C@@H](CCC(NCCNC(=O)OC(C)(C)C)=O)C(=O)O)C=C1